tert-butyl 4-[5-(6-hydroxy-4-oxo-quinazolin-3-yl)pyrimidin-2-yl]piperazine-1-carboxylate OC=1C=C2C(N(C=NC2=CC1)C=1C=NC(=NC1)N1CCN(CC1)C(=O)OC(C)(C)C)=O